(R)-2-((((9H-fluoren-9-yl)methoxy)carbonyl)amino)pent-4-ynoic acid C1=CC=CC=2C3=CC=CC=C3C(C12)COC(=O)N[C@@H](C(=O)O)CC#C